2-(3,4-Dichlorobenzoyl)-10-[(4-methoxyphenyl)methyl]-1,2,3,4,7,8,9,10-octahydro-11H-pyrido[4',3':3,4]pyrazolo[1,5-a][1,4]diazepin-11-one ClC=1C=C(C(=O)N2CC=3C(=NN4C3C(N(CCC4)CC4=CC=C(C=C4)OC)=O)CC2)C=CC1Cl